6-chloro-4-(4-hydroxy-4-((4-(trifluoromethyl)pyridin-2-yl)methyl)piperidin-1-yl)-1-methyl-2-oxo-1,2-dihydro-1,5-naphthyridine-3-carbonitrile ClC=1N=C2C(=C(C(N(C2=CC1)C)=O)C#N)N1CCC(CC1)(CC1=NC=CC(=C1)C(F)(F)F)O